6-cyclopropyl-N2-(hexahydro-2,5-methanopentalen-3a(1H)-yl)-7-(4-methoxyphenyl)-3,4-dihydropyrrolo[1,2-a]pyrazine-2,8(1H)-dicarboxamide C1(CC1)C1=C(C(=C2N1CCN(C2)C(=O)NC21CC3CC1CC(C2)C3)C(=O)N)C3=CC=C(C=C3)OC